tert-butyl 2-{[(4-chloro-2-fluorophenyl) methyl] amino}-6,8-dihydro-5H-1,7-naphthyridine-7-carboxylate ClC1=CC(=C(C=C1)CNC1=NC=2CN(CCC2C=C1)C(=O)OC(C)(C)C)F